methyl 5-hydroxy-1,2,3,4-tetrahydronaphthalene-1-carboxylate OC1=C2CCCC(C2=CC=C1)C(=O)OC